Nickel-manganese-lithium [Li].[Mn].[Ni]